BrC=1C=C(C=C2C(N(C=NC12)CC1=NC=CC(=C1)OC)=O)Cl 8-bromo-6-chloro-3-((4-methoxypyridin-2-yl)methyl)quinazolin-4(3H)-one